5-((3-carbamoyl-6-(2,6-difluorophenyl)pyridazin-4-yl)amino)isoindoline-2-carboxylate C(N)(=O)C=1N=NC(=CC1NC=1C=C2CN(CC2=CC1)C(=O)[O-])C1=C(C=CC=C1F)F